tert-butyl (6Z)-6-[(R)-tert-butyl sulfinyl]imino-2-chloro-spiro[4H-cyclopenta[d]thiazole-5,4'-piperidine]-1'-carboxylate C(C)(C)(C)[S@@](=O)\N=C\1/C2=C(N=C(S2)Cl)CC12CCN(CC2)C(=O)OC(C)(C)C